N1(CC1)[Si](OC)(OC)OC aziridinyl-trimethoxysilane